2'-(5-Cyclopropyl-1H-imidazol-2-yl)-5-(methylsulfonyl)-3,4'-bipyridin C1(CC1)C1=CN=C(N1)C1=NC=CC(=C1)C=1C=NC=C(C1)S(=O)(=O)C